3-(1-(3-fluorobenzyl)-1H-indol-5-yl)-N-(4-hydroxybutyl)benzamide Tris(2-vinyl-6-s-butylphenyl)phosphate C(=C)C1=C(C(=CC=C1)C(C)CC)OP(=O)(OC1=C(C=CC=C1C(C)CC)C=C)OC1=C(C=CC=C1C(C)CC)C=C.FC=1C=C(CN2C=CC3=CC(=CC=C23)C=2C=C(C(=O)NCCCCO)C=CC2)C=CC1